C1(=CC=C(C=C1)C(=O)Cl)C1=CC=C(C=C1)C(=O)Cl 4,4'-biphenyldiformyl chloride